CC=1C=NC=C(C(=O)NC2=CC(=CC=C2)[C@H](C)NC2=CN=C3C(=N2)N(C=C3)C)C1 (S)-5-methyl-N-(3-(1-((5-methyl-5H-pyrrolo[2,3-b]pyrazin-3-yl)amino)ethyl)phenyl)nicotinamide